methyl-isopropyl isocyanate CC(C)(C)N=C=O